FC1=C(C=CC(=C1)F)C=1C=C(SC1)[C@H](CC(=O)OCC)NC(=O)NC=1C(N(C(=CC1O)C)C)=O Ethyl (S)-3-(4-(2,4-Difluorophenyl)thiophen-2-yl)-3-(3-(4-hydroxy-1,6-dimethyl-2-oxo-1,2-dihydropyridin-3-yl)ureido)propanoat